ClC=1C=C2C(=NC1OC)C(=C(N2C)C2=NC(=NN2)[C@@H](COC)N(C)C)N2C=NC=C2 (S)-1-(5-(6-chloro-3-(1H-imidazol-1-yl)-5-methoxy-1-methyl-1H-pyrrolo[3,2-b]-pyridin-2-yl)-1H-1,2,4-triazol-3-yl)-2-methoxy-N,N-dimeth-ylethan-1-amine